2-amino-6-cyano-6-cyclopropyl-7-oxo-4,5,6,7-tetrahydro-1-benzothiophene-3-carboxylic acid NC=1SC2=C(C1C(=O)O)CCC(C2=O)(C2CC2)C#N